[Si](C)(C)(C(C)(C)C)OC1CC(C1)C#CC#CC=1C=CC(=NC1)C1=CC(=NO1)CN1C(=NC=C1)[C@H](C)OC1OCCCC1 5-(5-(((1s,3s)-3-((tert-butyldimethylsilyl)oxy)cyclobutyl)but-1,3-diyn-1-yl)pyridin-2-yl)-3-((2-((1S)-1-((tetrahydro-2H-pyran-2-yl)oxy)ethyl)-1H-imidazol-1-yl)methyl)isoxazole